2-((tert-butoxycarbonyl)amino)-3-((2-nitrophenyl)sulphonamido)propanoic acid C(C)(C)(C)OC(=O)NC(C(=O)O)CNS(=O)(=O)C1=C(C=CC=C1)[N+](=O)[O-]